(ethyl)methylamine C(C)NC